N=1N=C(NC1)COC1=C(C=C(C=C1Cl)C1=CC(=CC=2N(C(N(C21)C)=O)CC(=O)NC2=CC=C(C=C2)F)C(F)(F)F)Cl 2-(4-(4-((4H-1,2,4-triazol-3-yl)methoxy)-3,5-dichlorophenyl)-3-methyl-2-oxo-6-(trifluoromethyl)-2,3-dihydro-1H-benzo[d]imidazol-1-yl)-N-(4-fluorophenyl)acetamide